1,1'-(2,6-Diethoxy-1,4-phenylene)bis(ethane-1-one) C(C)OC1=C(C(=CC(=C1)C(C)=O)OCC)C(C)=O